(2S,3R)-methyl 2-(2-phenylacetamidomethyl)-3-hydroxybutyrate C1(=CC=CC=C1)CC(=O)NC[C@H](C(=O)OC)[C@@H](C)O